6-bromo-3-cyclopropyl-4-(3-methyl-4-methylsulfonyl-phenyl)-1-tetrahydropyran-2-yl-pyrazolo[4,3-b]pyridin-5-one BrC1=CC2=C(N(C1=O)C1=CC(=C(C=C1)S(=O)(=O)C)C)C(=NN2C2OCCCC2)C2CC2